CC1=CC=CC(=N1)C1=C(N=C(N1)CC=1C=C(C(=O)N)C=CC1)C=1C=C2N=CC=NC2=CC1 3-[[5-(6-methylpyridin-2-yl)-4-quinoxalin-6-yl-1H-imidazol-2-yl]methyl]benzamide